2,2-dimethyl-5-(4-(trifluoromethyl)phenyl)-2,3,5,6-tetrahydrobenzo[a]phenanthridin-4(1H)-one CC1(CC(C=2C(NC=3C=CC4=C(C3C2C1)C=CC=C4)C4=CC=C(C=C4)C(F)(F)F)=O)C